3-Bromo-5-(Trifluoromethyl)-1h-Pyrazol BrC1=NNC(=C1)C(F)(F)F